C(C=C)C1CCC(N1C(=O)OC(C)(C)C)(C)C tert-Butyl 5-allyl-2,2-dimethyl-pyrrolidine-1-carboxylate